C1(=CC=C(C=C1)NC1(C=CC=C2OCC=C21)C2=CC=C(C=C2)C2=CC=CC=C2)C2=CC=CC=C2 N,4-bis(4-biphenylyl)benzo[b]furan-4-amine